2-[4-(2,3-Dioxo-2,3-dihydroindol-1-ylmethyl)benzyl]isoselenourea hydrobromide Br.O=C1N(C2=CC=CC=C2C1=O)CC1=CC=C(C[Se]C(N)=N)C=C1